C(CCCCCC(=O)O)(=O)O.OCC(O)CO glycerol pimelate